N-n-propylthio-phosphoric triamide C(CC)SNP(N)(N)=O